(±)-2-Methyl-1-(4-(2-((1-((1-methylpyrrolidin-3-yl)sulfonyl)piperidin-4-yl)amino)-5-(trifluoromethyl)pyrimidin-4-yl)-1H-pyrazol-1-yl)propan-2-ol CC(CN1N=CC(=C1)C1=NC(=NC=C1C(F)(F)F)NC1CCN(CC1)S(=O)(=O)[C@H]1CN(CC1)C)(C)O |r|